3-Cyano-5-fluoro-benzoic acid [(2R)-3-(3-ethyl-4-oxo-spiro[6,8-dihydro-5H-pyrazolo[4,3-c]azepin-7,4'-tetrahydropyran]-1-yl)-2-methyl-propyl] ester C(C)C1=NN(C2=C1C(NCC1(CCOCC1)C2)=O)C[C@H](COC(C2=CC(=CC(=C2)F)C#N)=O)C